3,4-dichloro-5-(chloromethyl)-1-methyl-pyrazole ClC1=NN(C(=C1Cl)CCl)C